3-1-propyn-1-yl-benzenepropanoic acid ethyl ester C(C)OC(CCC1=CC(=CC=C1)C#CC)=O